FC(OC1=CC=C(C=C1)C=1N=CC(=NC1)C1OCCC(C1)C(=O)NN)(F)F [5-[4-(trifluoromethoxy)phenyl]pyrazin-2-yl]tetrahydropyran-4-carbohydrazide